COC1=CC=C(C(=O)NC2=NC=C(C=N2)C2=NC=CC=C2)C=C1 4-methoxy-N-(5-(pyridin-2-yl)pyrimidin-2-yl)benzamide